4-(trifluoromethoxy)benzenebutanol FC(OC1=CC=C(C=C1)CCCCO)(F)F